L-Fuculose OCC(=O)[C@H](O)[C@H](O)[C@@H](O)C